O=C1N(C(CCC1C1=C(C=C(C=C1F)N1C[C@H](N(CC1)C(=O)OC(C)(C)C)C)F)=O)COCC[Si](C)(C)C tert-butyl (2R)-4-(4-(2,6-dioxo-1-((2-(trimethylsilyl)ethoxy)methyl)piperidin-3-yl)-3,5-difluorophenyl)-2-methylpiperazine-1-carboxylate